sulfonyl-bis(4-ethynylbenzene) S(=O)(=O)(C1=CC=C(C=C1)C#C)C1=CC=C(C=C1)C#C